4-(2,6-dimethoxyphenyl)-5-(6-ethoxypyridin-2-yl)-N-(phenylsulfonyl)-4H-1,2,4-triazole-3-carboxamide COC1=C(C(=CC=C1)OC)N1C(=NN=C1C1=NC(=CC=C1)OCC)C(=O)NS(=O)(=O)C1=CC=CC=C1